(R)-N-(1'-(2-(3-cyano-3-methylpyrrolidin-1-yl)-6-methylpyrimidin-4-yl)-1',2'-dihydrospiro[cyclopropane-1,3'-pyrrolo[3,2-c]pyridin]-6'-yl)acetamide C(#N)[C@]1(CN(CC1)C1=NC(=CC(=N1)N1CC2(C=3C=NC(=CC31)NC(C)=O)CC2)C)C